ClC1=CC=C(C=C1)N1C(NC(C1)=O)=O 1-(4-chlorophenyl)imidazolidine-2,4-dione